LINALYL ACETATE (3,7-dimethyl-1,6-octadien-3-yl acetate) CC(C=C)(CCC=C(C)C)CC(=O)O.C(C)(=O)OC(C)(C=C)CCC=C(C)C